4-nitrobenzene carbon chloride C(Cl)(Cl)(Cl)Cl.[N+](=O)([O-])C1=CC=CC=C1